ClC1=C(C(=CC=C1Cl)F)C1(CN(C1)C(C=C)=O)NC=1C=CC2=C(N(N=C2C1)CC(=O)N)C(F)(F)F 2-(6-{[3-(2,3-Dichloro-6-fluorophenyl)-1-(prop-2-enoyl)azetidin-3-yl]amino}-3-(trifluoromethyl)indazol-2-yl)acetamide